COC(=O)C=1C(=NC(=CC1)C1=C(C(=CC=C1)CN)O)N1CCCCC1 6-[3-(Aminomethyl)-2-hydroxyphenyl]-2-piperidin-1-ylpyridine-3-carboxylic acid methyl ester